N-(1-(5-(3-cyano-6-((1-cyanocyclopropyl)methoxy)pyrazolo[1,5-a]pyridin-4-yl)pyridin-2-yl)-4-methylpiperidin-4-yl)-3-fluoropicolinamide C(#N)C=1C=NN2C1C(=CC(=C2)OCC2(CC2)C#N)C=2C=CC(=NC2)N2CCC(CC2)(C)NC(C2=NC=CC=C2F)=O